METHANESULFONYL PHOSPHORAMIDATE P(OS(=O)(=O)C)([O-])(=O)N